(((4-aminophenyl)sulfonyl)methyl)-4-hydroxybenzamide NC1=CC=C(C=C1)S(=O)(=O)CC1=C(C(=O)N)C=CC(=C1)O